N-[1-(benzyloxycarbonyl)-4-piperidinyl]-3-(4-fluorophenyl)propylamine C(C1=CC=CC=C1)OC(=O)N1CCC(CC1)NCCCC1=CC=C(C=C1)F